BrC=1C=C(C=C(C1)OC)NC(OC(C)(C)C)=O tert-butyl (3-bromo-5-methoxyphenyl)carbamate